FC=1C(=NC=C(C1)F)CN (3,5-Difluoropyridin-2-yl)methanamine